C(N)(=N)[Ge](C(N)=N)(Cl)Cl bis(amidino)germanium (IV) dichloride